C(C1=CC=CC=C1)C=1C=C(C=C(C1OC)C1=CC=CC=C1)N1N=C(C(C1=O)C(=O)OC1=CC=C(C=C1)[N+](=O)[O-])C 4-nitrophenyl 1-(5-benzyl-6-methoxy-[1,1'-biphenyl]-3-yl)-3-methyl-5-oxo-4,5-dihydro-1H-pyrazole-4-carboxylate